5-(5-(4-((5-cyclopropyl-3-(2,6-dichlorophenyl)isoxazol-4-yl)methoxy)-2-oxabicyclo[2.2.2]oct-1-yl)-1,2,4-oxadiazol-3-yl)-2-fluorobenzoic acid C1(CC1)C1=C(C(=NO1)C1=C(C=CC=C1Cl)Cl)COC12COC(CC1)(CC2)C2=NC(=NO2)C=2C=CC(=C(C(=O)O)C2)F